5-chloro-N-(6-oxo-1,6-dihydropyridazin-4-yl)-2-(o-tolyloxy)-4-(trifluoromethyl)benzamide ClC=1C(=CC(=C(C(=O)NC=2C=NNC(C2)=O)C1)OC1=C(C=CC=C1)C)C(F)(F)F